CN1C(NC(CC1=O)=O)=O 1-methyl-2,4,6-trioxohexahydro-pyrimidine